FC1=C(C=C(C(=C1)OC1=CC(=CC(=C1)C(F)(F)F)OCCC)F)S(=O)(=O)NC1=NC=NS1 2,5-difluoro-4-[3-propoxy-5-(trifluoromethyl)phenoxy]-N-(1,2,4-thiadiazol-5-yl)benzene-1-sulfonamide